C1(CC1)CN1N=CC=2C=NC(=CC21)C2=NN(C=C2N)C2OCCCC2 3-(1-(Cyclopropylmethyl)-1H-pyrazolo[4,3-c]pyridin-6-yl)-1-(tetrahydro-2H-pyran-2-yl)-1H-pyrazol-4-amine